BrC1=CC2=C(N=C(O2)CN2CCN(CC2)C2=NC=NC(=C2C)C)C=C1 6-bromo-2-((4-(5,6-dimethylpyrimidin-4-yl)piperazin-1-yl)methyl)benzo[d]oxazole